6-(2-Chloro-6-fluorophenyl)-2-((2'-acetyl-2',3'-dihydro-1'H-spiro(cyclopropane-1,4'-isoquinolin)-7'-yl)amino)-8,9-dihydroimidazo[1,2-a]pyrimido[5,4-e]pyrimidin-5(6H)-one ClC1=C(C(=CC=C1)F)N1C=2N(C3=C(C1=O)C=NC(=N3)NC3=CC=C1C4(CN(CC1=C3)C(C)=O)CC4)CCN2